isononyl-ethoxychlorosilane ethyl-3-(aminomethyl)-5-(4-chlorobenzyl)-4,5-dihydroisoxazole-5-carboxylate hydrochloride Cl.C(C)OC(=O)C1(CC(=NO1)CN)CC1=CC=C(C=C1)Cl.C(CCCCCC(C)C)[SiH](Cl)OCC